5-((1H-pyrazol-1-yl)methyl)-6-(trifluoromethyl)picolinic acid N1(N=CC=C1)CC=1C=CC(=NC1C(F)(F)F)C(=O)O